(M)-3-chloro-4-((6-fluoropyridin-2-yl)methoxy)-6''-(2-hydroxypropan-2-yl)-3'',5',6-trimethyl-2H-[1,4':2',2''-terpyridin]-2-one ClC=1C(N(C(=CC1OCC1=NC(=CC=C1)F)C)C1=CC(=NC=C1C)C1=NC(=CC=C1C)C(C)(C)O)=O